C[C@@]12CC3(CC(CC(C1)(C3)C)C2)NC(=O)C2=CC=CC(=N2)C(=O)[O-] 6-(((1R,3S)-3,5-dimethyladamantan-1-yl)carbamoyl)picolinate